C1(CC1)C1=NC(=NO1)CN1C(=NC2=C1C=C(C(=C2)F)F)N2C[C@H]([C@@H](CC2)F)N (3R,4R)-1-(1-((5-Cyclopropyl-1,2,4-oxadiazol-3-yl)methyl)-5,6-difluoro-1H-benzo[d]imidazol-2-yl)-4-fluoropiperidin-3-amin